5-(6-chloropyridin-2-yl)-4-methyl-2-((pyrimidin-2-yloxy)methyl)thiazole ClC1=CC=CC(=N1)C1=C(N=C(S1)COC1=NC=CC=N1)C